N=1C=CN2C1C(=CC=C2)C=2C=CC(=C(C2)NC2=NC=NC1=CC(=C(C=C21)OC2CN(C2)C(C=C)=O)OC)OC 1-(3-((4-((5-(imidazo[1,2-a]pyridin-8-yl)-2-methoxyphenyl)amino)-7-methoxy-quinazolin-6-yl)oxy)azetidin-1-yl)prop-2-en-1-one